methyl 2-(3-methylimidazol-4-yl)-6-(3-methyloxetan-3-yl)pyrimidine-4-carboxylate CN1C=NC=C1C1=NC(=CC(=N1)C(=O)OC)C1(COC1)C